BrC1=C2C(SC1=O)=CC=1C(SC(C1Br)=O)=C2 3,7-Dibromobenzo[1,2-B:4,5-B']dithiophene-2,6-dione